9-(4-Methoxyphenyl)-3,3,10,10-tetramethyl-2,3,4a,10-tetrahydro-1H-indeno[1,2-c]pyrazolo[1,2-a]pyrazol-1-one COC1=CC=C(C=C1)C=1C=2C=CC=CC2C2N3N(C(C21)(C)C)C(CC3(C)C)=O